BrC1=C(C=C(C=C1)F)C#C 1-bromo-2-ethynyl-4-Fluorobenzene